(1-(4-nitrophenyl)piperidin-4-yl)formaldehyde [N+](=O)([O-])C1=CC=C(C=C1)N1CCC(CC1)C=O